FC1=C(C(=O)[O-])C(=C(C=C1)OC)F 2,6-difluoro-5-methoxybenzoate